5-(4-chlorophenyl)-N-[4-[(6,7-dimethoxy-1,5-naphthyridin-4-yl)oxy]-3-fluorophenyl]-1-methyl-4-oxopyridine-3-carboxamide hydrochloride Cl.ClC1=CC=C(C=C1)C=1C(C(=CN(C1)C)C(=O)NC1=CC(=C(C=C1)OC1=CC=NC2=CC(=C(N=C12)OC)OC)F)=O